NC1=NC=CC=2N1C(=NC2C=2CCN(CC2)C(C(C)C)=O)C2=CC=C(C=C2)[N+](=O)[O-] (4-(5-amino-3-(4-nitrophenyl)imidazo[1,5-c]pyrimidin-1-yl)-3,6-dihydropyridin-1(2H)-yl)-2-methylpropan-1-one